4-[5-[(6-Amino-2-pyridyl)sulfonylcarbamoyl]-6-[(4S)-2,2,4-trimethylpyrrolidin-1-yl]-2-pyridyl]-2,3-dihydropyrrol NC1=CC=CC(=N1)S(=O)(=O)NC(=O)C=1C=CC(=NC1N1C(C[C@@H](C1)C)(C)C)C=1CCNC1